tert-butyl (6-((3S)-3-((tert-butoxycarbonyl)amino)butan-2-yl)-7-methylthieno[3,2-c]pyridazin-4-yl)(thiophen-2-ylmethyl)carbamate C(C)(C)(C)OC(=O)N[C@H](C(C)C1=C(C=2N=NC=C(C2S1)N(C(OC(C)(C)C)=O)CC=1SC=CC1)C)C